C(C)(=O)OC=CCCC Pentenyl acetate